3-[1-(2-isoindolin-2-yl-6-methyl-4-oxo-chromen-8-yl)ethylamino]-6-methoxy-pyridine-2-carboxylic acid C1N(CC2=CC=CC=C12)C=1OC2=C(C=C(C=C2C(C1)=O)C)C(C)NC=1C(=NC(=CC1)OC)C(=O)O